S-(N,N-DIETHYLCARBAMOYL)-GLUTATHION C(C)N(C(=O)SC[C@H](NC(CC[C@H](N)C(=O)O)=O)C(=O)NCC(=O)O)CC